4-(bromomethyl)-7-fluorobenzo[c][1,2]oxaborol-1(3H)-ol BrCC1=CC=C(C=2B(OCC21)O)F